C(C)[C@]1(C(OCC=2C(N3CC=4N(C5=CC=CC=C5C(C4C3=CC21)=C=O)CC(=O)OC(C)(C)C)=C=O)=C=O)O (S)-tert-butyl 2-(4-ethyl-4-hydroxy-3,6,14-tricarbonyl-4,6,12,14-tetrahydro-1H-pyrano[3',4':6,7]indolizino[2,1-b]quinolin-11(3H)-yl)acetate